OC1=C(CC2=C(C(=CC(=C2)C)CC2=C(C=CC(=C2)C)O)O)C=C(C=C1)C 2,6-bis(2-hydroxy-5-methylbenzyl)-4-methylphenol